C1=CC=C(C(=C1)C2C(O2)(CN3C=NC=N3)C4=CC=C(C=C4)F)Cl (2RS,3SR)-1-[3-(2-chlorophenyl)-2,3-epoxy-2-(4-fluorophenyl)propyl]-1H-1,2,4-triazole